1,3-Diphenylimidazol-2-one C1(=CC=CC=C1)N1C(N(C=C1)C1=CC=CC=C1)=O